(S)-3-cyclopropyl-2-(1H-indole-2-carboxamido)propanoic acid C1(CC1)C[C@@H](C(=O)O)NC(=O)C=1NC2=CC=CC=C2C1